C(\C=C\C1=CC=C(C=C1)O)(=O)NCCC1=CC(O)=C(O)C=C1 coumaroyl-dopamine